7-(3-chlorophenyl)-1-(3,4,5-trimethoxyphenyl)-3,4-dihydropyrrolo[1,2-a]pyrazine ClC=1C=C(C=CC1)C=1C=C2N(CCN=C2C2=CC(=C(C(=C2)OC)OC)OC)C1